O[C@H]1C2CCC(C1)N2CC(=O)C2=C(N(C(=C2)\C=C\CCSC)C2=CC=C(C#N)C=C2)C (±)-4-(3-(2-((2R)-2-hydroxy-7-azabicyclo[2.2.1]heptan-7-yl)acetyl)-2-methyl-5-((E)-4-(methylthio)but-1-en-1-yl)-1H-pyrrol-1-yl)benzonitrile